4-(difluoromethoxy)-N-(6-methyl-5-(7-(methylamino)-1,6-naphthyridin-3-yl)pyridin-3-yl)pyridineamide FC(OC1=CC(=NC=C1)C(=O)NC=1C=NC(=C(C1)C=1C=NC2=CC(=NC=C2C1)NC)C)F